C1(CC1)CS(=O)(=O)C=1C=C(C=CC1)CC(=O)NC=1SC2=C(N1)C=C(C(=C2)OC)OC 2-(3-Cyclopropylmethanesulfonyl-phenyl)-N-(5,6-dimethoxy-benzothiazol-2-yl)-acetamide